C1(C(OC(=O)O1)Cl)Cl dichloroethylene carbonate